N1=C(SC2=C1C=1CCOC1C=C2)N2C(N[C@@H]([C@H]2C#CC)C)=O (4R,5R)-1-(7,8-dihydrobenzofuro[4,5-d]thiazol-2-yl)-4-methyl-5-(prop-1-yn-1-yl)imidazolidin-2-one